1-(4-(2-(6-(3-((dimethylamino)methyl)imidazo[1,2-a]pyridin-6-yl)-2,3-difluorophenoxy)ethyl)-1,5-dimethyl-1H-pyrazol-3-yl)-2,2-dimethylpropan-1-ol CN(C)CC1=CN=C2N1C=C(C=C2)C2=CC=C(C(=C2OCCC=2C(=NN(C2C)C)C(C(C)(C)C)O)F)F